8-(3-fluorophenyl)-N-(4-morpholinylphenyl)pyrido[3,4-d]pyrimidin-2-amine FC=1C=C(C=CC1)C1=NC=CC2=C1N=C(N=C2)NC2=CC=C(C=C2)N2CCOCC2